NC1=CC2=C(NC(=N2)C(=O)O)C=C1 5-amino-1H-1,3-benzodiazole-2-carboxylic acid